1-((3-((4,5-dimethylthiazol-2-yl)carbamoyl)-4-methylphenyl)amino)-3,6,9,12,15-pentaoxaoctadecane-18-oic acid CC=1N=C(SC1C)NC(=O)C=1C=C(C=CC1C)NCCOCCOCCOCCOCCOCCC(=O)O